C(C)(C)(C)N1C[C@H](N(S(C2=C1C=C(C(=C2)O\C=C(\C(=O)O)/F)Cl)(=O)=O)C)C(C)C (R,Z)-3-((5-(tert-butyl)-7-chloro-3-isopropyl-2-methyl-1,1-dioxido-2,3,4,5-tetrahydrobenzo[f][1,2,5]thiadiazepin-8-yl)oxy)-2-fluoroacrylic acid